(3S)-8-(6-tert-butyl-5-fluoropyridin-3-yl)-3-methyl-6-oxo-2H,3H,4H,6H-pyrimido[2,1-b][1,3]thiazine-7-carbonitrile C(C)(C)(C)C1=C(C=C(C=N1)C=1N=C2SC[C@H](CN2C(C1C#N)=O)C)F